4-(aminomethylthioglycyl)piperidine-1-carboxylic acid tert-butyl ester C(C)(C)(C)OC(=O)N1CCC(CC1)C(CNSCN)=O